Methyl 3,5-dihydroxyphenylacetate OC=1C=C(C=C(C1)O)CC(=O)OC